N1(CCC1)CCOC1=C(C=C(C=C1)[N+](=O)[O-])C=1C(=NOC1C)C 4-[2-[2-(azetidin-1-yl)ethoxy]-5-nitro-phenyl]-3,5-dimethyl-isoxazole